FC=1C(=NC=CC1CN1C(OC2=C(C1C)C=CC(=C2)OC=2N=NC=CC2)=O)NS(=O)(=O)NC 3-{[3-fluoro-2-(methylaminosulfonylamino)-4-pyridyl]methyl}-4-methyl-7-(3-pyridazinyloxy)-3,4-dihydro-2H-1,3-benzoxazin-2-one